2-azabicyclo[2.2.2]octan C12NCC(CC1)CC2